butyl (3-((1-(5-bromo-3'-chloro-[1,1'-biphenyl]-3-yl)ethyl)carbamoyl)-4-methylbenzyl)carbamate BrC=1C=C(C=C(C1)C1=CC(=CC=C1)Cl)C(C)NC(=O)C=1C=C(CNC(OCCCC)=O)C=CC1C